OCC1=C[C@@]2(O[C@@H](CCC2)CCCCCCCCCC)O[C@@H]2C=C(C(C[C@H]12)=O)C (2S,4aR,6'R,8aR)-4-(hydroxymethyl)-7-methyl-6'-decyl-3',4a,4',5',6',8a-hexahydrospiro[chromene-2,2'-pyran]-6(5H)-one